OC1=C(C=CC(=C1)O)CCC(=O)Cl 2,4-dihydroxyphenylpropionyl chloride